C(CCCC[C@@H]1SC[C@@H]2NC(=O)N[C@H]12)(=O)NC1=CC=CC=C1 biotinylaniline